2-(methylthio)-1-(2-(5-(4-propylphenyl)-1H-imidazol-2-yl)piperidin-1-yl)propan-1-one CSC(C(=O)N1C(CCCC1)C=1NC(=CN1)C1=CC=C(C=C1)CCC)C